N-(1,1-dimethylethyl)-1H-indole-6-sulfonamide CC(C)(C)NS(=O)(=O)C1=CC=C2C=CNC2=C1